FC(C(=O)O)(C)C1=CC(=NC=C1)OC 2-fluoro-2-(2-methoxypyridin-4-yl)propionic acid